5-methyl-1-[4-(trifluoromethoxy)phenyl]-3-vinyl-pyrazole CC1=CC(=NN1C1=CC=C(C=C1)OC(F)(F)F)C=C